IC=1C=NC2=CC(=CC=C2C1O)OC 3-iodo-7-methoxyquinolin-4-ol